BrC=1C=C(C(=NC1)[C@H]1N([C@@H](CC=2C=C3C(=CC12)OCO3)C)CC(CO[Si](C3=CC=CC=C3)(C3=CC=CC=C3)C(C)(C)C)(F)F)F (5S,7R)-5-(5-bromo-3-fluoropyridin-2-yl)-6-(3-((tert-butyldiphenylsilyl)oxy)-2,2-difluoropropyl)-7-methyl-5,6,7,8-tetrahydro-[1,3]dioxolano[4,5-g]isoquinoline